O=C1N(C[C@H]2N1C[C@H](C2)NS(=O)(=O)CC)C2=NOC1=C2C(=CC=C1)C=1SC=CC1 N-{(6S,7aS)-3-oxo-2-[4-(thiophen-2-yl)-1,2-benzoxazol-3-yl]hexahydro-1H-pyrrolo[1,2-c]imidazol-6-yl}ethanesulfonamide